2-ethylhexyl 2-(((ethoxycarbonyl)(propyl)amino)methyl)benzoate C(C)OC(=O)N(CCC)CC1=C(C(=O)OCC(CCCC)CC)C=CC=C1